4-[11-(difluoromethyl)-8-(2,6-difluorophenyl)-5-methyl-3,4,7,9,12-pentazatricyclo[8.4.0.02,6]tetradeca-1(10),2(6),4,7,11,13-hexaen-13-yl]morpholine FC(C=1C=2NC(=NC=3C(=NNC3C2C=C(N1)N1CCOCC1)C)C1=C(C=CC=C1F)F)F